1,2-bis(4-chlorophenoxyethyl)ethane ClC1=CC=C(OCCCCCCOC2=CC=C(C=C2)Cl)C=C1